4-acetyl-8-fluoro-2-methylisoquinolin-1(2H)-one C(C)(=O)C1=CN(C(C2=C(C=CC=C12)F)=O)C